C(C)(C)(C)OC(CN1N=C(C2=C1CN(C2)C2=C1C=CC=NC1=C(C=C2)C#N)C)=O 2-(5-(8-Cyanoquinolin-5-yl)-3-methyl-5,6-dihydropyrrolo[3,4-c]pyrazol-1(4H)-yl)acetic acid tert-butyl ester